[N+](=[N-])=C(C(CCC1CCN(CC1)C(=O)OC(C)(C)C)=O)C(=O)OCC tert-butyl 4-(4-diazo-5-ethoxy-3,5-dioxopentyl)piperidine-1-carboxylate